C[Si](CCOCN1C=CC=2N=C(N=C(C21)OCC2=CC=C(C=C2)C=2N(C=C(N2)C(F)(F)F)C)C2=C(C=CC=C2)C(F)(F)F)(C)C trimethyl-[2-[[4-[[4-[1-methyl-4-(trifluoromethyl)imidazol-2-yl]phenyl]methoxy]-2-[2-(trifluoromethyl)phenyl]pyrrolo[3,2-d]pyrimidin-5-yl]methoxy]ethyl]silane